butyl 1-(2,2,2-trifluoroacetyl)-1,6-diazaspiro[3.3]heptane-6-carboxylate FC(C(=O)N1CCC12CN(C2)C(=O)OCCCC)(F)F